C(#N)N1C[C@H](CC1)C(=O)NC=1SC(=CN1)C1=CC=C(C=C1)NS(=O)(=O)C (S)-1-cyano-N-(5-(4-(methylsulfonamido)phenyl)thiazol-2-yl)pyrrolidine-3-carboxamide